P(=O)(O)(O)O[C@H]1[C@H]([C@@H](O[C@@H]1CO)N1C(=O)N=C(N)C(=C1)C)OCCOC 2'-O-methoxyethyl-5-methylcytidine-3'-phosphat